CC1CC(C1)(C1=NN=CN1C)C=1C=C(C#N)C=C(C1)B1OC(C(O1)(C)C)(C)C 3-[3-methyl-1-(4-methyl-1,2,4-triazol-3-yl)cyclobutyl]-5-(4,4,5,5-tetramethyl-1,3,2-dioxaborolan-2-yl)benzonitrile